(1s,3r,5s)-2-(tert-butoxycarbonyl)-2-azabicyclo[3.1.0]hexane-3-carboxylic acid C(C)(C)(C)OC(=O)N1[C@H]2C[C@H]2C[C@@H]1C(=O)O